[N+](=O)([O-])C1=C(C=CC(=C1)[N+](=O)[O-])N=NC1=CC(=C(C=C1OCC(CCCC)CC)N=NC1=C(C=C(C=C1)N(CCO)CCO)C)OCC(CCCC)CC 2,2'-((4-((4-((2,4-dinitrophenyl)diazenyl)-2,5-bis((2-ethylhexyl)oxy)phenyl)diazenyl)-3-methylphenyl)azanediyl)diethanol